(S)-1-(((R)-tert-butylsulfinyl)amino)-6-chloro-5-methoxy-1,3-dihydrospiro[indene-2,4'-piperidine]-1'-carboxylic acid tert-butyl ester C(C)(C)(C)OC(=O)N1CCC2(CC1)[C@@H](C1=CC(=C(C=C1C2)OC)Cl)N[S@](=O)C(C)(C)C